2,4-disilapentane C[SiH2]C[SiH2]C